N-methyl-trimethyl-trimethylenediamine CN(CCCN(C)C)C